[Ti].[Al].[N] nitrogen aluminum-titanium